7-(3-Fluoropyridin-4-yl)-6,7,7a,8,9,10,11,11a-octahydro-3H-8,11-methanopyrazolo[4,3-a]phenanthridine FC=1C=NC=CC1C1NC2=CC=C3C(=C2C2C4CCC(C12)C4)C=NN3